ethyleneglycol bis(4-cyanobutyl) ether C(#N)CCCCOCCOCCCCC#N